5-benzyl-11-oxo-10,11-dihydro-5H-dibenzo[b,e][1,4]diazepine-8-carboxylic acid C(C1=CC=CC=C1)N1C2=C(NC(C3=C1C=CC=C3)=O)C=C(C=C2)C(=O)O